FC1=C(C=CC(=C1)N1N=CC=C1)CN (2-fluoro-4-(1H-pyrazol-1-yl)phenyl)methylamine